BrC1=C(C(=C(C(=C1)Cl)[2H])C=1C(=C(C(=C(C1[2H])[2H])[2H])[Si](C1=C(C(=C(C(=C1[2H])[2H])[2H])[2H])[2H])(C1=C(C(=C(C(=C1[2H])[2H])[2H])[2H])[2H])C1=C(C(=C(C(=C1[2H])[2H])[2H])[2H])[2H])[2H])[2H] (3'-bromo-5'-chloro-[1,1'-biphenyl]-3-yl-2,2',4,5,6,6'-d6)tris(phenyl-d5)silane